N1N=NC(CC1=O)=O triazine-4,6-dione